N-(1-(6-phenoxypyrid-3-yl)ethyl)pyrazoleamide O(C1=CC=CC=C1)C1=CC=C(C=N1)C(C)NC(=O)C1=NNC=C1